N-(4-fluoro-3-((2-(thiophen-3-ylamino)-5-(4-(trifluoromethyl)phenyl)pyrimidin-4-yl)amino)phenyl)acrylamide trifluoroacetate FC(C(=O)O)(F)F.FC1=C(C=C(C=C1)NC(C=C)=O)NC1=NC(=NC=C1C1=CC=C(C=C1)C(F)(F)F)NC1=CSC=C1